C1(=CC=C(C=C1)C=1OC2=C(N1)C(=CC(=C2)C2=CC=C(C=C2)C2=CC=C(C=C2)C#N)C2=CC=C(C=C2)C=2C=NC=CC2)C2=CC=CC=C2 2-(biphenyl-4-yl)-6-(4'-cyano-biphenyl-4-yl)-4-{4-(pyridin-3-yl)-phenyl}-benzoxazole